N-((2S,3S)-2-((2,3'-difluorobiphenyl-3-yl)methyl)-1-(2-hydroxy-2-methylpropanoyl)pyrrolidin-3-yl)-1,1-difluoromethanesulfonamide FC1=C(C=CC=C1C[C@@H]1N(CC[C@@H]1NS(=O)(=O)C(F)F)C(C(C)(C)O)=O)C1=CC(=CC=C1)F